C1(CCCCC1)OC1=NC=CC(=N1)C1=CN=C(S1)NC1=NC=C(C=C1)N1CCOCC1 5-(2-(cyclohexyloxy)pyrimidin-4-yl)-N-(5-morpholinopyridin-2-yl)thiazol-2-amine